C(#N)CCNC1=NC2=CC(=CC=C2C=N1)C=1C=C(C=CC1)NC(C=C)=O N-(3-{2-[(2-cyanoethyl)amino]quinazolin-7-yl}phenyl)prop-2-enamide